((5-bromopentyl)oxy)dimethylsilane BrCCCCCO[SiH](C)C